methyl-7-(methylsulfonyl)-4,5-dihydro-1H-benzo[b]azepin-2(3H)-one CN1C2=C(CCCC1=O)C=C(C=C2)S(=O)(=O)C